1,4-diisocyanato-2,2,6-trimethyl-cyclohexane N(=C=O)C1C(CC(CC1C)N=C=O)(C)C